ClC1=C(C(=CC(=C1F)Cl)Cl)CC(C)N(C(=O)C=1C(=NN(C1)C)C(F)F)OC difluoromethyl-1-methyl-1H-pyrazole-4-carboxylic acid [2-(2,4,6-trichloro-3-fluorophenyl)-1-methyl-ethyl]-methoxy-amide